isobutyl-3-[2-(dimethyl-amino)ethyl]indole C(C(C)C)C=1NC2=CC=CC=C2C1CCN(C)C